1,4-diphenyl-1,2,3-triazole C1(=CC=CC=C1)N1N=NC(=C1)C1=CC=CC=C1